5-bromo-2,4-dimethyl-aniline BrC=1C(=CC(=C(N)C1)C)C